N1C=NC2=C1C=CC(=C2)\C=C/2\C(N(C(=N2)N[C@H](CC(C)C)COC)C)=O (5Z)-5-(1H-Benzimidazol-5-ylmethylene)-2-[[(1R)-1-(methoxymethyl)-3-methyl-butyl]amino]-3-methyl-imidazol-4-one